C(C=C)OCCCCC1=CC=C(C=C1)CC1=C(C=CC(=C1)I)C 2-[[4-(4-allyloxybutyl)phenyl]methyl]-4-iodo-1-methyl-benzene